2-[(1-n-propyl-n-propyl)oxy]ethanol C(CC)C(CC)OCCO